NC1=NC2=CC(=CC(=C2C(=C1)NCCCO)F)C1=NNC=C1 3-((2-amino-5-fluoro-7-(1H-pyrazol-3-yl)quinolin-4-yl)amino)propan-1-ol